BrC1=NC=CC(=C1)CN1C[C@@H](CCC1)NC(OC(C)(C)C)=O tert-butyl (R)-(1-((2-bromopyridin-4-yl)methyl)piperidin-3-yl)carbamate